[Se]=O seleno oxide